ClC1=NC=C(C(=C1)NCCCCO)C1=NN(C=C1)C(F)F 4-((2-chloro-5-(1-(difluoromethyl)-1H-pyrazol-3-yl)pyridin-4-yl)amino)butan-1-ol